FC1=CC=C(C=C1)[C@@H]1CC[C@H]2OC3(C(N21)=O)CCN(CC3)C3=CC=NC=2N3N=CC2F (5'S,7a'R)-5'-(4-fluorophenyl)-1-(3-fluoropyrazolo[1,5-a]pyrimidin-7-yl)tetrahydro-3'H-spiro[piperidine-4,2'-pyrrolo[2,1-b][1,3]oxazol]-3'-one